FC(C1=CC=C(C=C1)C1=C(C(=C(N=N1)N1C[C@H](N(CC1)C1=NC=C(N=C1)C(=O)O)C)C)C)(F)F (R)-4-[6-(4-trifluoromethyl-phenyl)-4,5-dimethyl-pyridazin-3-yl]-2-methyl-3,4,5,6-tetrahydro-2H-[1,2']bipyrazinyl-5'-carboxylic acid